(thiazol-5-yl)-1H-indole-7-carboxamide S1C=NC=C1N1C=CC2=CC=CC(=C12)C(=O)N